CN1C(=CC=C1)C(=O)NC=1SC2=C(N1)C=CC(=C2)N(S(=O)(=O)C=2SC=CC2)S(=O)(=O)C=2SC=CC2 1-methyl-N-(6-(N-(thien-2-ylsulfonyl)thiophene-2-sulfonylamino)benzo[d]thiazol-2-yl)-1H-pyrrole-2-carboxamide